FC1=C(C(=CC=C1)F)CO (2,6-difluoro-phenyl)-methanol